(S)-ethyl 1-((S)-2-hydroxypropanoyl)piperidine-3-carboxylate O[C@H](C(=O)N1C[C@H](CCC1)C(=O)OCC)C